C12CNCC(CC1)N2C=2SC1=C(N2)C=CC(=C1)C(=O)NC1CCC(CC1)(F)F 2-(3,8-diazabicyclo-[3.2.1]octan-8-yl)-N-(4,4-difluorocyclohex-yl)benzo[d]thiazole-6-carboxamide